ClC1=C(C(=O)NC2=C(C=C(C(=C2)C=2C=NC(=NC2)N2CCOCC2)F)N2C[C@H](N([C@H](C2)C)C)C)C(=CC=C1)Cl |r| 2,6-dichloro-N-[4-fluoro-5-(2-morpholin-4-ylpyrimidin-5-yl)-2-[rac-(3R,5S)-3,4,5-trimethylpiperazin-1-yl]phenyl]benzamide